C(C)(C)C=1N=C(C(C2=C(N1)C=CC(=C2)C)=C(C)C)C2=CC=CC=C2 2-Isopropyl-7-methyl-4-phenyl-5-(propan-2-ylidene)-5H-benzo[d][1,3]diazepine